OC(CS(=O)(=O)N)(C)C 2-hydroxy-2-methylpropane-1-sulfonamide